6-bromo-4-chloro-1-(2,2,2-trifluoroethyl)-1H-indazole BrC1=CC(=C2C=NN(C2=C1)CC(F)(F)F)Cl